ClC1=C(C(=CC=C1)F)\C\1=N/C\C(\NC=2SC=3CC(CC3C12)C(=O)OCC)=N/N ethyl (10E,Z)-13-(2-chloro-6-fluoro-phenyl)-10-hydrazinylidene-7-thia-9,12-diazatricyclo[6.5.0.02,6]trideca-1(8),2(6),12-triene-4-carboxylate